O[C@@H](C(=O)N1[C@@H]2C[C@@]2(C[C@H]1C(=O)N[C@@H](C[C@H]1C(NCC1)=O)C(COC(F)(F)F)=O)C)CC(C)C (1R,3S,5R)-2-((R)-2-hydroxy-4-methylpentanoyl)-5-methyl-N-((S)-3-oxo-1-((S)-2-oxopyrrolidin-3-yl)-4-(trifluoromethoxy)butan-2-yl)-2-azabicyclo[3.1.0]-hexane-3-carboxamide